ClC=1C=C(C(=NC1)CN1C(C2=CC(=CC(=C2[C@]1(OC)C1=CC=C(C=C1)Cl)F)C(C)(C=1C=NN(C1)C)O)=O)S(=O)(=O)C (3R)-2-[(5-chloro-3-methanesulfonylpyridin-2-yl)methyl]-3-(4-chlorophenyl)-4-fluoro-6-[1-hydroxy-1-(1-methyl-1H-pyrazol-4-yl)ethyl]-3-methoxy-2,3-dihydro-1H-isoindol-1-one